BrCCCCC(=O)Cl 5-bromovaleryl chloride